CC1=C(C=C(C=C1)NS(=O)(=O)C1=C(C=CC=C1)[N+](=O)[O-])C1=CC2=C(N=C(N=C2)NC=2C=NC(=CC2)C)C(N1C)=O N-(4-methyl-3-(7-methyl-2-((6-methylpyridin-3-yl)amino)-8-oxo-7,8-dihydropyrido[3,4-d]pyrimidin-6-yl)phenyl)-2-nitrobenzenesulfonamide